2-(2-hydroxy-4-hydroxymethylphenyl)-4,6-diphenyl-s-triazine OC1=C(C=CC(=C1)CO)C1=NC(=NC(=N1)C1=CC=CC=C1)C1=CC=CC=C1